ClOC1=CC=CC=C1 O-Chlorophenol